N1N=C(C=C1)C1=CC=C2C(=CC=NC2=C1)O 7-(1H-pyrazol-3-yl)quinolin-4-ol